racemic-benzyl (1R,6R)-7-oxo-2-azabicyclo[4.2.0]octane-2-carboxylate O=C1[C@@H]2CCCN([C@@H]2C1)C(=O)OCC1=CC=CC=C1 |r|